C(C)(C)(C)P(C(C)(C)C)C(C)(C)C tris-tertbutylphosphine